(R)-2-(6-(5-(1-(2-azaspiro[3.3]heptan-6-yl)piperidin-4-yl)-4-methoxypyrimidin-2-yl)-5-methyl-6,7,8,9-tetrahydro-5H-pyrido[3',4':4,5]pyrrolo[2,3-c]pyridazin-3-yl)phenol C1NCC12CC(C2)N2CCC(CC2)C=2C(=NC(=NC2)N2[C@@H](C1=C(NC=3N=NC(=CC31)C3=C(C=CC=C3)O)CC2)C)OC